phenylvinyl-trisilazane C1(=CC=CC=C1)C=C[SiH2]N[SiH2]N[SiH3]